11-fluoro-14-(2-hydroxyethyl)-6,7,13,14-tetrahydro-1,15-ethenopyrazolo[4,3-f][1,4,8,10]benzoxatriazacyclotridecin-4(5H)-one FC=1C=CC2=C(CN(C3=NC4=C(C(NCCO2)=O)C=NN4C=C3)CCO)C1